ClC=1C=C(C=CC1)C1=CC=C(C=C1)CC(C(=O)O)=O 3-[4-(3-chlorophenyl)phenyl]-2-oxo-propionic acid